N-(cyclopentylmethyl)-4-[6-(2,6-dihydroxy-3-nitrobenzoyl)pyrazolo[1,5-a]pyrimidin-2-yl]benzamide C1(CCCC1)CNC(C1=CC=C(C=C1)C1=NN2C(N=CC(=C2)C(C2=C(C(=CC=C2O)[N+](=O)[O-])O)=O)=C1)=O